O[C@@H]1[C@@H](C2(CN(C2)C(=O)OC(C)(C)C)C1)C |r| rac-tert-butyl (5R,6S)-6-hydroxy-5-methyl-2-azaspiro[3.3]heptane-2-carboxylate